C1(CC1)NC([C@@H](CO)NC(C1=CC=CC=C1)C1=CC=CC=C1)=O (R)-N-cyclopropyl-2-(benzhydrylamino)-3-hydroxypropionamide